C(C(=C)C)(=O)OCCOCCOC(C(=C)C)=O Diethylenglycol Dimethacrylat